BrC=1C=C2C(N=C(NC2=CC1)C)=O 6-bromo-2-methylquinazolin-4(1H)-one